F[C@H]1[C@@H]2CCC[C@H](CC1=O)N2C(=O)OC(C)(C)C |r| rac-tert-butyl (1S,2S,5R)-2-fluoro-3-oxo-9-azabicyclo[3.3.1]nonane-9-carboxylate